ClC1=C(C2=C(C=3C=NC(=NC13)N1[C@H]([C@H](CC1)NCC)C)COC2)C2=NC=C(C1=C2C(=C(S1)NC(OC(C)(C)C)=O)C#N)F tert-Butyl (4-(5-chloro-3-((2S,3S)-3-(ethylamino)-2-methylpyrrolidin-1-yl)-7,9-dihydrofuro[3,4-f]quinazolin-6-yl)-3-cyano-7-fluorothieno[3,2-c]pyridin-2-yl)carbamate